amino-5-ethylphenol NC1=C(C=C(C=C1)CC)O